1,2-bis[(2S,5S)-2,5-dimethylphosphinopyrrolyl]benzene 2-[2-(3-{2-[2-(9-carbazolylcarbonyloxy)ethoxy]ethoxy}-5-[(dimethylamino)methyl]phenoxy)ethoxy]ethyl-9-carbazolecarboxylate C1=CC=CC=2C3=CC=CC=C3N(C12)C(=O)OCCOCCOC=1C=C(OCCOCCOC(=O)N2C3=CC=CC=C3C=3C=CC=CC23)C=C(C1)CN(C)C.CPC=1NC(=CC1C1=C(C=CC=C1)C1=C(NC(=C1)PC)PC)PC